Cl(=O)(=O)[O-].[Ca+2].Cl(=O)(=O)[O-] calcium chlorate